1-(4-Cyclopropyl-2-fluorophenyl)ethan-1-one C1(CC1)C1=CC(=C(C=C1)C(C)=O)F